C(CC(O)(C(=O)[O-])CC(=O)[O-])(=O)[O-].[Na+].[Na+].C(CC(O)(C(=O)O)CC(=O)O)(=O)O.[Na+] monosodium citrate disodium citrate